C(C)C(CCOC=1C=C2C(C3=C(C4=C(O3)C=CC=C4)C(C2=CC1)=O)(C)C)(CC)O 8-(3-Ethyl-3-hydroxy-pentyloxy)-6,6-dimethyl-6H-benzo[b]naphtho[2,3-d]furan-11-one